C(C)(C)(C)OC(=O)N1[C@H](C[C@@H](C2=CC=CC=C12)N1C(N(C2=NC(=NC=C2C1)S(=O)(=O)C)C)=O)C (2s,4s)-2-methyl-4-(1-methyl-7-methylsulfonyl-2-oxo-4H-pyrimido[4,5-d]pyrimidin-3-yl)-3,4-dihydro-2H-quinoline-1-carboxylic acid tert-butyl ester